N-(2,5-di(piperidin-1-yl)oxazolo[4,5-b]pyridin-6-yl)-2-(6-methylpyridin-3-yl)oxazole N1(CCCCC1)C=1OC=2C(=NC(=C(C2)N2C(OC=C2)C=2C=NC(=CC2)C)N2CCCCC2)N1